C(C)(C)(C)C(=O)NN(C1CC1)CCC1=C(C=C(C=C1)F)[C@@H]1N(CCC1)C1=NC=2N(C=C1)N=CC2C(=O)O (R)-5-(2-(2-(2-(2-(tert-butylcarbonyl)-1-cyclopropylhydrazino)ethyl)-5-fluorophenyl)pyrrolidin-1-yl)pyrazolo[1,5-a]pyrimidine-3-carboxylic acid